6-methoxy-N-(piperazin-1-ylmethyl)-7-(3-(pyrrolidin-1-yl)propoxy)-2-(1H-1,2,4-triazol-1-yl)quinazolin-4-amine COC=1C=C2C(=NC(=NC2=CC1OCCCN1CCCC1)N1N=CN=C1)NCN1CCNCC1